CN1CCN(CC1)C(=O)[O-] 4-methylpiperazineAt